dimethyl carbonate C(OC)(OC)=O